C(#N)C=1N=C(C2=C(N1)N(C=C2)[C@H]2[C@@H]([C@@H]([C@H](O2)COCP(O)(O)=O)O)O)N2CCOCC2 [(2R,3S,4R,5R)-5-(2-cyano-4-morpholino-pyrrolo[2,3-d]-pyrimidin-7-yl)-3,4-dihydroxy-tetrahydro-furan-2-yl]methoxy-methylphosphonic acid